(R)-N-((2S,3R,4R,5S,6S)-6-((7H-purin-6-yl)amino)-4,5-dihydroxy-2-methyltetrahydro-2H-pyran-3-yl)pyrrolidine-2-carboxamide N1=CN=C2N=CNC2=C1N[C@@H]1[C@H]([C@@H]([C@H]([C@@H](O1)C)NC(=O)[C@@H]1NCCC1)O)O